4,4',4''-((1E,1'E,1''E)-cyclopropane-1,2,3-triylidenetris(cyanomethaneylylidene))tris(3-(trifluoromethyl)benzonitrile) C1(C(C1=C(C#N)C1=C(C=C(C#N)C=C1)C(F)(F)F)=C(C#N)C1=C(C=C(C#N)C=C1)C(F)(F)F)=C(C#N)C1=C(C=C(C#N)C=C1)C(F)(F)F